[N+](=O)([O-])C=1C(=C([O-])C=CC1)[N+](=O)[O-].[Na+] sodium dinitrophenoxide